C(C)C1=NOC(=C1)COC1OCCCC1 3-ethyl-5-(((tetrahydro-2H-pyran-2-yl)oxy)methyl)isoxazole